CN(CCC#CC1=C(C=C2C(=NC(=NC2=C1)N1CCCC1)NC1CCN(CC1)C(C)C)OC)C 7-(4-(dimethylamino)but-1-yn-1-yl)-N-(1-isopropylpiperidine-4-yl)-6-methoxy-2-(pyrrolidine-1-yl)quinazolin-4-amine